7-amino-8-(5-methyl-1H-indazol-4-yl)-2-(pyridine-3-ylmethoxy)benzofuro[3,2-b]pyridine-6-carbonitrile NC1=C(C2=C(C=C1C1=C3C=NNC3=CC=C1C)C1=NC(=CC=C1O2)OCC=2C=NC=CC2)C#N